BrC1=CN=C2C(=NC(=NN21)N2CCOCC2)NCC2=NC1=C(N2)C=CC=C1OC 7-bromo-N-[(4-methoxy-1H-benzimidazol-2-yl)methyl]-2-(morpholin-4-yl)imidazo[2,1-f][1,2,4]triazin-4-amine